C(C)(C)(C)OC(=O)N1C(C(C(CC1)=O)(C)C)Br bromo-3,3-dimethyl-4-oxopiperidine-1-carboxylic acid tert-butyl ester